[2H]C1=CC(=CC(=N1)C(=O)N)NC(=O)[C@H]1O[C@@]([C@@H]([C@H]1C1=C(C(=C(C=C1)F)F)OC)C)(C(F)(F)F)C 6-Deuterio-4-[[(2S,3S,4R,5S)-3-(3,4-difluoro-2-methoxyphenyl)-4,5-dimethyl-5-(trifluoromethyl)tetrahydrofuran-2-carbonyl]amino]pyridin-2-carboxamid